6-(2-aminopyrimidin-5-yl)-3-(cyclopropylethynyl)-N-((6,7-difluoro-1H-benzo[d]imidazol-2-yl)methyl)-N-(4-methoxybenzyl)imidazo[1,2-b]pyridazin-8-amine NC1=NC=C(C=N1)C=1C=C(C=2N(N1)C(=CN2)C#CC2CC2)N(CC2=CC=C(C=C2)OC)CC2=NC1=C(N2)C(=C(C=C1)F)F